ClC1=C(CNC(=O)[C@]2(C=3C=CC=NC3C(CC2)=C)F)C(=CC(=C1)Cl)CO (S)-N-(2,4-dichloro-6-(hydroxymethyl)benzyl)-5-fluoro-8-methylene-5,6,7,8-tetrahydroquinoline-5-carboxamide